N-(3-(5-cyano-2-ethoxyphenyl)-1H-pyrazol-4-yl)pyrazolo[1,5-a]pyrimidine-3-carboxamide C(#N)C=1C=CC(=C(C1)C1=NNC=C1NC(=O)C=1C=NN2C1N=CC=C2)OCC